NC1=NC=2C=CC=CC2C2=C1N=C(N2CC(C)(C)O)CN(C(CCCCCN2C(C=CC2=O)=O)=O)CC N-((4-amino-1-(2-hydroxy-2-methylpropyl)-1H-imidazo[4,5-c]quinolin-2-yl)methyl)-6-(2,5-dioxo-2,5-dihydro-1H-pyrrol-1-yl)-N-ethylhexanamide